ClC=1C(=NC(=NC1)NC1CCOCC1)C1=CC=C2CN(C(C2=C1)=O)CC(=O)N[C@H](CO)C1=NC(=CC=C1)OC 2-(6-{5-chloro-2-[(oxan-4-yl)amino]pyrimidin-4-yl}-1-oxo-2,3-dihydro-1H-isoindol-2-yl)-N-[(1S)-2-hydroxy-1-(6-methoxypyridin-2-yl)ethyl]acetamide